4-amino-N-((5-cyano-6-methyl-2-pyridinyl)methyl)-N-((3s,4s)-4-methoxytetrahydro-2H-pyran-3-yl)-1,3-dihydrofuro[3,4-c]quinoline-8-carboxamide NC1=NC=2C=CC(=CC2C2=C1COC2)C(=O)N([C@H]2COCC[C@@H]2OC)CC2=NC(=C(C=C2)C#N)C